C1=CC=C(C=C1)C(C2=CC=CC=C2)[S@](=O)CC(=O)N The molecule is a 2-[(diphenylmethyl)sulfinyl]acetamide that has R configuration at the sulfur atom. Like its racemate, modafinil, it is used for the treatment of sleeping disorders such as narcolepsy, obstructive sleep apnoea, and shift-work sleep disorder. Peak concentration in the blood later occurs later following administration than with modafinil, so it is thought that armodafinil may be more effective than modafinil in treating people with excessive daytime sleepiness. It has a role as a central nervous system stimulant and a eugeroic. It is an enantiomer of a (S)-modafinil.